OCC=1C=C(C=C(C1)CO)NC([C@H](C)NC(CCCCC(=O)OC)=O)=O methyl 6-(((S)-1-((3,5-bis(hydroxymethyl) phenyl) amino)-1-oxopropan-2-yl) amino)-6-oxohexanoate